CC=1C=C(C2=C(N=C(S2)NC(=O)C23CCCC(CCC2)(C3)C)C1)C N-(5,7-Dimethyl-1,3-benzothiazol-2-yl)-5-methylbicyclo[3.3.1]nonan-1-carboxamid